1-oxo-1-(4-(6-(4-(5-phenyl-4,5-dihydro-1H-pyrazole-1-carbonyl)piperidin-1-yl)pyrimidin-4-yl)phenyl)-5,8,11-trioxa-2-azatetradecan-14-oic acid O=C(NCCOCCOCCOCCC(=O)O)C1=CC=C(C=C1)C1=NC=NC(=C1)N1CCC(CC1)C(=O)N1N=CCC1C1=CC=CC=C1